CCCCC/C=C\C/C=C\CCCCCCCCCC(=O)O[C@H](COC(=O)CCC/C=C\C/C=C\C/C=C\C/C=C\C/C=C\CC)COP(=O)([O-])OCC[N+](C)(C)C 1-(5Z,8Z,11Z,14Z,17Z-eicosapentaenoyl)-2-(11Z,14Z-eicosadienoyl)-glycero-3-phosphocholine